4-[4-[2-amino-1-(furan-3-yl)ethyl]phenyl]-3-(2-methyl-6-morpholin-4-ylpyrimidin-4-yl)oxybenzonitrile NCC(C1=COC=C1)C1=CC=C(C=C1)C1=C(C=C(C#N)C=C1)OC1=NC(=NC(=C1)N1CCOCC1)C